3-Dimethylaminopropylmethacrylamid CN(CCCC=C(C(=O)N)C)C